((1-benzyl-4-methyl-1,2,5,6-tetrahydropyridin-3-yl)imino)dimethyl-λ6-sulfanone C(C1=CC=CC=C1)N1CC(=C(CC1)C)N=S(=O)(C)C